The molecule is a quaternary ammonium ion that is choline in which the hydroxy group has been replaced by a chlorine. Its salts (particularly the chloride salt, known as chlormequat chloride) are used as plant growth retardants. It has a role as a plant growth retardant. C[N+](C)(C)CCCl